2,2',2''-((2S,5S,8S,11S)-2,5,8,11-tetrakis(4-aminobutyl)-1,4,7,10-tetraazacyclododecane-1,4,7-triyl)triacetic acid NCCCC[C@@H]1N(C[C@@H](NC[C@@H](N(C[C@@H](N(C1)CC(=O)O)CCCCN)CC(=O)O)CCCCN)CCCCN)CC(=O)O